N-(1-chloro-2-(4-fluorophenyl)-2-oxoethyl)formamide ClC(C(=O)C1=CC=C(C=C1)F)NC=O